C(=O)(OC)CC[Si](Cl)(Cl)C 2-(carbomethoxy)ethylmethyldichlorosilane